2-(4-bromophenylsulfonyl)acetonitrile BrC1=CC=C(C=C1)S(=O)(=O)CC#N